N-[(3R)-7-[(3aR,6aR)-octahydropyrrolo[2,3-c]pyrrol-1-yl]-3,4-dihydro-2H-1-benzopyran-3-yl]-3-amino-4,6-dimethylthieno[2,3-b]pyridine-2-carboxamide N1(CC[C@H]2[C@@H]1CNC2)C2=CC1=C(C[C@H](CO1)NC(=O)C1=C(C=3C(=NC(=CC3C)C)S1)N)C=C2